FC1=CC2=C(OCCCN2)C=C1 7-Fluoro-2,3,4,5-tetrahydrobenzo[b][1,4]oxazepine